ClC1=CC=C(C=C1)C1=CC=C(C=C1)C=1N=NNC1 4-(4'-chloro-[1,1'-biphenyl]-4-yl)-1H-1,2,3-triazole